Cl.[C@@H]12[C@H](C[C@@H](CC1)N2)O |r| racemic-(1S,2S,4R)-7-azabicyclo[2.2.1]heptan-2-ol hydrochloride